C(C)(C)(C)C=1C=C(C=CC1)NC1CCC(CC1)N N1-(3-(tert-butyl)phenyl)cyclohexane-1,4-diamine